BrC1=CC=C(C=C1)C(C(=O)O)C(=O)OC 2-(4-Bromophenyl)-3-methoxy-3-oxopropionic acid